ClC1=NC(=CC(=C1)C1=C(N=C(S1)NC(=O)N1C=NC=C1)C1=CC(=CC=C1)C#N)C N-[5-(2-chloro-6-methyl-4-pyridinyl)-4-(3-cyanophenyl)thiazol-2-yl]imidazole-1-carboxamide